n-butene toluenesulfonate C(C1=CC=CC=C1)S(=O)(=O)O.C=CCC